(R)-1-(4-((4-(4-(6-amino-5-(1-(2,6-dichloro-3-fluorophenyl)ethoxy)pyridin-3-yl)-1H-pyrazol-1-yl)piperidin-1-yl)methyl)pyridin-3-yl)dihydropyrimidine-2,4(1H,3H)-dione NC1=C(C=C(C=N1)C=1C=NN(C1)C1CCN(CC1)CC1=C(C=NC=C1)N1C(NC(CC1)=O)=O)O[C@H](C)C1=C(C(=CC=C1Cl)F)Cl